eicosyl sebacate C(CCCCCCCCC(=O)[O-])(=O)OCCCCCCCCCCCCCCCCCCCC